CC1=C(C(=O)O)C=CC(=C1C)S(=O)(=O)C 2,3-dimethyl-4-methylsulfonyl-benzoic acid